FC(OC1=C(C=CC=C1F)NC1=C(NC2=C1C(NCC2)=O)C2=C(C=NC=C2)OC[C@H]2NCCC2)F 3-{[2-(difluoromethoxy)-3-fluorophenyl]amino}-2-{3-[(2S)-pyrrolidin-2-ylmethoxy]pyridin-4-yl}-1H,5H,6H,7H-pyrrolo[3,2-c]pyridin-4-one